C1(C=C(CCC1)C=1N=C(SC1)NC(OC(C)(C)C)=O)C1=CC=CC=C1 tert-butyl (4-(1,4,5,6-tetrahydro-[1,1'-biphenyl]-3-yl)thiazol-2-yl)carbamate